OC1=C(C=CC=C1)CP(O)(=O)CC[C@H]1O[C@@H]([C@H]([C@H]([C@@H]1O)O)O)OC1=CC=CC=C1 (2-hydroxyphenyl)methyl-[2-[(2R,3S,4S,5S,6R)-3,4,5-trihydroxy-6-phenoxy-tetrahydropyran-2-yl]ethyl]phosphinic acid